4-Methyl-[3,4'-bipyridyl]-2'(1'H)-one CC1=C(C=NC=C1)C1=CC(NC=C1)=O